3-{4-[7-(aminocarbonyl)-2H-indazol-2-yl]benzyl}-3,9-diazaspiro[5.5]undecane NC(=O)C1=CC=CC2=CN(N=C12)C1=CC=C(CN2CCC3(CC2)CCNCC3)C=C1